ClC=1C(=NC(=NC1)NC1=NC=CC(=C1)N1C(CCC1)=O)C1=CC(=CC=C1)C1CCCCC1 1-(2-((5-chloro-4-(3-cyclohexylphenyl)pyrimidin-2-yl)amino)pyridin-4-yl)pyrrolidin-2-one